chloro-2,4,6'-trifluoro-5-methyl-[1,1'-biphenyl] ClC=1C(=C(C=C(C1F)C)C1=CC=CC=C1F)F